C(C1=CC=CC=C1)(C1=CC=CC=C1)N1C2CN(CC1CC2)C=2C=C1C(N(C(C1=CC2)=O)C2C(NC(CC2)=O)=O)=O 5-(8-benzhydryl-3,8-diazabicyclo[3.2.1]oct-3-yl)-2-(2,6-dioxopiperidin-3-yl)isoindoline-1,3-dione